O=C1NC(CCC1N1C(C2=CC=C(C=C2C1=O)N1CCC(CC1)C(C)O)=O)=O 2-(2,6-dioxopiperidin-3-yl)-5-(4-(1-hydroxyethyl)piperidin-1-yl)isoindoline-1,3-dione